N1(CCS(CC1)(=O)=O)C#N thiomorpholine-4-carbonitrile 1,1-dioxide